C(C)(C)(C)OC(=O)N1CCC(CC1)N1CC(CC1)C1=NC=C(C(N1)=O)CC 4-[3-(5-ethyl-4-oxo-3H-pyrimidin-2-yl)pyrrolidin-1-yl]piperidine-1-carboxylic acid tert-butyl ester